(4-(aminomethyl)phenyl)-4-isopropyl-2-hydroxybenzamide NCC1=CC=C(C=C1)C=1C(=C(C(=O)N)C=CC1C(C)C)O